N1C=NC2=C1C=CC(=C2)N2C(NCC2C2=CC1=C(OCCO1)C=C2)=O 1-(1H-Benzo[d]imidazol-5-yl)-5-(2,3-dihydrobenzo[b][1,4]dioxin-6-yl)imidazolidin-2-on